3,5-dicyano-4-ethyl-6-hydroxypyridin-2-ol ammonium salt [NH4+].C(#N)C=1C(=NC(=C(C1CC)C#N)O)O